(S)-(1-(methylamino)-1-oxo-5-phenylpent-4-yn-2-yl)carbamic acid tert-butyl ester C(C)(C)(C)OC(N[C@H](C(=O)NC)CC#CC1=CC=CC=C1)=O